CC1=C(C(=C(C=C1)C)O)O 3,6-dimethyl-1,2-benzenediol